3-{[2-(difluoromethoxy)-3-fluorophenyl]amino}-2-[3-(2-methoxyethoxy)pyridin-4-yl]-1,5,6,7-tetrahydro-4H-pyrrolo[3,2-c]pyridin-4-one FC(OC1=C(C=CC=C1F)NC1=C(NC2=C1C(NCC2)=O)C2=C(C=NC=C2)OCCOC)F